thieno[2,3-b]pyridin-2-ylmethanol S1C(=CC=2C1=NC=CC2)CO